(R)-methyl (1-((4-(3-(5-chloro-2-fluoro-3-(methylsulfonamido)phenyl)-1-(propan-2-yl)-1H-pyrazol-4-yl)pyrimidin-2-yl)amino)propan-2-yl-1,1,3,3,3-d5)carbamate ClC=1C=C(C(=C(C1)C1=NN(C=C1C1=NC(=NC=C1)NC([C@@H](C([2H])([2H])[2H])NC(OC)=O)([2H])[2H])C(C)C)F)NS(=O)(=O)C